C(C)(C)(C)OC(=O)N1CC(C1)C 3-methyl-azetidine-1-carboxylic acid tert-butyl ester